2-(1-isopentyl-1H-pyrazol-4-yl)-3-isopropyl-7-(1-trityl-1H-imidazol-4-yl)imidazo[2,1-f][1,2,4]triazin-4(3H)-one C(CC(C)C)N1N=CC(=C1)C1=NN2C(C(N1C(C)C)=O)=NC=C2C=2N=CN(C2)C(C2=CC=CC=C2)(C2=CC=CC=C2)C2=CC=CC=C2